C(C=C)(=O)NC1=CC=C(C(=N1)NC=1SC(=CN1)C(=O)NC1=C(C(=CC=C1C)O)C)C 2-((6-Acrylamido-3-methylpyridin-2-yl)amino)-N-(3-hydroxy-2,6-dimethylphenyl)thiazole-5-carboxamide